BrC1=CC2=C(C=3C(NC(C13)(O)C1=C(C=CC(=C1)F)Cl)=O)CCS2(=O)=O 4-bromo-3-(2-chloro-5-fluorophenyl)-3-hydroxy-2,3,7,8-tetrahydro-1H-thieno[3,2-e]isoindol-1-one 6,6-dioxide